tert-butyl 1-((8-carbamoyl-6-chloropyrido[3,2-d]pyrimidin-4-yl)amino)-3-azabicyclo[3.1.0]hexane-3-carboxylate C(N)(=O)C1=CC(=NC2=C1N=CN=C2NC21CN(CC1C2)C(=O)OC(C)(C)C)Cl